(1S,3aR,6aS)-N-((S)-1-cyano-2-((S)-2-oxopiperidin-3-yl)ethyl)-2-(N-(2,2,2-trifluoroacetyl)-O-(trifluoromethyl)-Z-seryl)octahydrocyclopenta[c]pyrrole-1-carboxamide C(#N)[C@H](C[C@H]1C(NCCC1)=O)NC(=O)[C@H]1N(C[C@H]2[C@@H]1CCC2)C([C@@H](NC(C(F)(F)F)=O)COC(F)(F)F)=O